C(C)(SC(C(NC1=CC=C(C=C1)C)=O)CC(C)C)=O S-(4-Methyl-1-oxo-1-(p-tolylamino)pentan-2-yl) ethanethioate